5-(4-amino-1-(piperidin-4-ylmethyl)-1H-pyrazolo[3,4-d]pyrimidin-3-yl)benzo[d]oxazol-2-amine trifluoroacetate salt FC(C(=O)O)(F)F.NC1=C2C(=NC=N1)N(N=C2C=2C=CC1=C(N=C(O1)N)C2)CC2CCNCC2